C(#N)N1[C@@]2(C[C@@H]2CC1)C(=O)N(C1=CC=C(C=C1)S(F)(F)(F)(F)F)C(C(=O)NC1CCC(CC1)(F)F)C=1C=NC=CC1C(F)(F)F (1R,5S)-2-cyano-N-[2-[(4,4-difluorocyclohexyl)amino]-2-oxo-1-[4-(trifluoromethyl)-3-pyridyl]ethyl]-N-[4-(pentafluoro-λ6-sulfanyl)phenyl]-2-azabicyclo[3.1.0]hexane-1-carboxamide